C(C)(C)(C)OC(=O)N1CCC(CC1)C=1C=CC(=C2N=C(OC21)C)C(=O)OC methyl 7-[1-(tert-butoxycarbonyl)piperidin-4-yl]-2-methyl-1,3-benzoxazole-4-carboxylate